CN1N=CC(=C1C1=C(C(=NC(=C1)N1[C@@H](COCC1)C)NC1=CC=NN1COCC[Si](C)(C)C)F)C (R)-4-(1,4-dimethyl-1H-pyrazol-5-yl)-3-fluoro-6-(3-methylmorpholino)-N-(1-((2-(trimethylsilyl)ethoxy)methyl)-1H-pyrazol-5-yl)pyridin-2-amine